N-(1-(dimethylamino)-3-hydroxy-1-oxopropan-2-yl)-2-methyl-5-((4-methylthiazol-5-yl)methoxy)benzofuran-3-carboxamide CN(C(C(CO)NC(=O)C1=C(OC2=C1C=C(C=C2)OCC2=C(N=CS2)C)C)=O)C